5-stigmastadienol C=CC(=CC[C@@H](C)[C@H]1CC[C@H]2[C@@H]3CCC4(CCCC[C@]4(C)[C@H]3CC[C@]12C)O)C(C)C